Methyl 4-(4-hydroxycyclohexyl)benzoate OC1CCC(CC1)C1=CC=C(C(=O)OC)C=C1